O=CNC(C(NCCCCCNC(NCCC)=O)=O)CC1=NC2=CC=CC=C2C=C1 1,4,12-trioxo-3-[(quinolin-2-yl)methyl]-2,5,11,13-tetraazahexadecane